COC=1C=C2C(=CN(C(C2=CC1OC)=O)C1=CC=2CCCCC2C=C1)C(=O)N1CCCCC1 6,7-dimethoxy-4-(piperidine-1-carbonyl)-2-(5,6,7,8-tetrahydronaphthalen-2-yl)isoquinolin-1(2H)-one